COC=1C=C(C=C2CCNC(C12)=O)C1=CN=C2N1C=CC(=C2)OCCN2CCOCC2 8-methoxy-6-[7-(2-morpholinoethoxy)imidazo[1,2-a]pyridin-3-yl]-3,4-dihydro-2H-isoquinolin-1-one